C(C)(C)(C)OC(N(C)C1=CC(=C(C=C1)C(C)C)N1C(SCC1=O)=N)=O (3-(2-imino-4-oxothiazolidin-3-yl)-4-isopropylphenyl)(methyl)-carbamic acid tert-butyl ester